BrC=1C=C(C=CC1)[C@@H]1[C@@H](CC1)C(=O)OCC1=CC=CC=C1 benzyl cis-2-(3-bromophenyl)cyclobutanecarboxylate